CC1(CCC(CC1)C(C)O)C 1-(4,4-dimethylcyclohexyl)ethanol